(R)-3-methyl-2-(7-(3-(2-(thiophen-2-yl)ethyl)ureido)dibenzo[b,d]furan-2-sulfonamido)butanoic acid CC([C@H](C(=O)O)NS(=O)(=O)C1=CC2=C(OC3=C2C=CC(=C3)NC(=O)NCCC=3SC=CC3)C=C1)C